butyl (4-bromo-3-chlorobenzyl)carbamate BrC1=C(C=C(CNC(OCCCC)=O)C=C1)Cl